(1R,4R)-4-(6-((Z)-2-(2-chloro-3-(((trifluoromethyl)sulfonyl)oxy)phenyl)-1-fluorovinyl)-3,4-dihydro-2,7-naphthyridin-2(1H)-yl)-1-methylcyclohexane-1-carboxylic acid ClC1=C(C=CC=C1OS(=O)(=O)C(F)(F)F)\C=C(/F)\C=1C=C2CCN(CC2=CN1)C1CCC(CC1)(C(=O)O)C